((1S,6R,7S)-3-(3-(2,4-dimethyl-2H-indazol-5-yl)-1H-pyrazolo[3,4-b]pyrazin-6-yl)-7-(3-fluoropyridin-2-yl)-3-azabicyclo[4.1.0]heptan-7-yl)methanamine CN1N=C2C=CC(=C(C2=C1)C)C1=NNC2=NC(=CN=C21)N2C[C@@H]1[C@]([C@@H]1CC2)(C2=NC=CC=C2F)CN